C(C1=CC=CC=C1)OC(=O)NC1[C@@H]2CN(C[C@H]12)C(=O)OC(C)(C)C (1R,5S,6r)-tert-Butyl 6-(((benzyloxy)carbonyl)amino)-3-azabicyclo[3.1.0]hexane-3-carboxylate